[3-(dimethylaminosulfonyl)phenyl]Methanesulfonyl chloride CN(S(=O)(=O)C=1C=C(C=CC1)CS(=O)(=O)Cl)C